FC(CNS(=O)(=O)C1=CC=C(C=C1)N1N=C(C=C1C1=CC=C(C=C1)C)C(F)(F)F)=C N-(2-Fluoroallyl)-4-(5-(p-tolyl)-3-(trifluoromethyl)-1H-pyrazol-1-yl)benzenesulfonamide